C(C1=CC=CC=C1)NC(\C=C/C=1C(=NN(C1)C1=CC=CC=C1)C1=CC2=CC=CC=C2C=C1)=O (Z)-N-benzyl-3-(3-(naphthalen-2-yl)-1-phenyl-1H-pyrazol-4-yl)acrylamide